5-bromo-N4-(5-chloro-2-(1H-1,2,3-triazol-5-yl)phenyl)-N2-(5-chloro-2-methoxy-4-(4-(4-methylpiperazin-1-yl)piperidin-1-yl)phenyl)pyrimidine-2,4-diamine BrC=1C(=NC(=NC1)NC1=C(C=C(C(=C1)Cl)N1CCC(CC1)N1CCN(CC1)C)OC)NC1=C(C=CC(=C1)Cl)C1=CN=NN1